ClC1=C2N=CN(C2=NC(=N1)N)CC1=CC(=C(C=C1)[N+](=O)[O-])C 6-chloro-9-[(3-methyl-4-nitro-phenyl)methyl]Purine-2-amine